tert-butyl (3-(4-(7-hydroxy-6-isopropyl-2-oxo-4-thioxo-2H-benzo[e][1,3]oxazin-3(4H)-yl) Phenoxy)propyl)carbamate OC1=CC2=C(C(N(C(O2)=O)C2=CC=C(OCCCNC(OC(C)(C)C)=O)C=C2)=S)C=C1C(C)C